(hydrazineyloxy)sulfonic acid N(N)OS(=O)(=O)O